ClC=1C=C(C(=O)C=2C=CC3=C(C(=CO3)C=3CC4CCCCN4CC3)C2)C=CC1 5-(3-chlorobenzoyl)-3-(1,4,5,6,7,8,9-heptahydroquinolizin-2-yl)-benzofuran